BrC1=CC=CC(=N1)C1=CN=C2N1C=C(N=C2)OCC(F)F 3-(6-bromopyridin-2-yl)-6-(2,2-difluoroethoxy)imidazo[1,2-a]pyrazine